ClC=1C=C(C=2N(N1)N=CN2)[C@@H]2[C@H](C2)C2=NC=C(C=C2)Cl 6-chloro-8-((1S,2S)-2-(5-chloropyridin-2-yl)cyclopropyl)-[1,2,4]triazolo[1,5-b]pyridazine